C(C)(C)(C)OC(=O)N[C@@H](C(C(=O)OCC1=CC=CC=C1)=O)C benzyl (R)-3-((tert-butoxycarbonyl)amino)oxobutanoate